[6-[3-(1-hydroxycyclopropyl)-1,2,4-triazol-1-yl]-2-azaspiro[3.3]heptan-2-yl]-[(6R)-6-[[3-(trifluoromethylsulfonyl)phenyl]methyl]-2-azaspiro[3.4]octan-2-yl]methanone OC1(CC1)C1=NN(C=N1)C1CC2(CN(C2)C(=O)N2CC3(C2)C[C@H](CC3)CC3=CC(=CC=C3)S(=O)(=O)C(F)(F)F)C1